ClC1=C(C=C(C=C1)F)C1=CC=C(N=N1)NCC1CC12CCN(CC2)CC2=CC=C(C=C2)F 6-(2-chloro-5-fluoro-phenyl)-N-[[6-[(4-fluorophenyl)methyl]-6-azaspiro[2.5]octan-2-yl]methyl]pyridazin-3-amine